3-(5-(bromomethyl)-6-methoxypyridin-3-yl)-4,4-difluoropiperidine-1-carboxylic acid tert-butyl ester C(C)(C)(C)OC(=O)N1CC(C(CC1)(F)F)C=1C=NC(=C(C1)CBr)OC